N1=CC(=CC=C1)C(CC1=NCCC2=C1NC1=CC(=CC=C21)OC)CC2=NCCC1=C2NC2=CC(=CC=C12)OC r-(2-(pyridin-3-yl)propane-1,3-diyl)bis(7-methoxy-4,9-dihydro-3H-pyrido[3,4-b]indole)